Cl.N[C@@H](CN1C(C=2C(C1=O)=CC=CC2)=O)CC2=CC=CC=C2 N-((2R)-2-Amino-3-phenylpropyl)phthalimide hydrochloride